5-[(3-cyano-2,3-dihydro-1H-inden-5-yl)amino]-2H-pyrazol C(#N)C1CCC2=CC=C(C=C12)NC=1C=CNN1